FC1=C(OCCCC2=C(N=CS2)C(=O)O)C=CC(=C1)CCNC 5-(3-{2-fluoro-4-[2-(methylamino)ethyl]phenoxy}propyl)-1,3-thiazole-4-carboxylic acid